FC(C1=NC=CC(=C1)S)(F)F 2-(trifluoromethyl)pyridine-4-thiol